quinoline-3-carbonitrile N1=CC(=CC2=CC=CC=C12)C#N